NC=1C(=C(C=C2C=C(N=CC12)NC(OC1CN(C(C1)=O)CC)=O)C1=C(C2=C(OCCN2)N=C1)C)F 1-Ethyl-5-oxopyrrolidin-3-yl (8-amino-7-fluoro-6-(8-methyl-2,3-dihydro-1H-pyrido[2,3-b][1,4]oxazin-7-yl)isoquinolin-3-yl)carbamate